C1(=CC=CC=C1)C=1C=CC(C2=CC3=CC=CC(=C3C12)C1=CC=CC=C1)=O 4,5-diphenylfluorenone